4-methyl-N-[[3-methyl-2-(4-methyl-3-pyridinyl)-1H-indol-5-yl]methyl]pyrimidine-5-carboxamide CC1=NC=NC=C1C(=O)NCC=1C=C2C(=C(NC2=CC1)C=1C=NC=CC1C)C